1-((2R,4R,5R)-3,3-Difluoro-4-hydroxy-5-(hydroxymethyl)tetrahydrofuran-2-yl)-4-((2-oxido-4-(pyridin-4-yl)-1,3,2-dioxaphosphinan-2-yl)amino)pyrimidin-2(1H)-on FC1([C@@H](O[C@@H]([C@H]1O)CO)N1C(N=C(C=C1)NP1(OCCC(O1)C1=CC=NC=C1)=O)=O)F